diazino[5,4-d]pyrimidine N1=CN=CC2=C1C=NN=C2